C(C1=CC=CC=C1)OC(CN1N=NC(=C1)CCO)=O [4-(2-hydroxyethyl)-1H-1,2,3-triazol-1-yl]acetic acid benzyl ester